ClC1=CC=C(C=C1)[C@@]1(N(C(C2=CC(=CC(=C12)F)C(C)(C)O)=O)CC1=NC=C(C=C1)OC)OCC1(CC1)CO (3R)-3-(4-Chlorophenyl)-4-fluoro-3-{[1-(hydroxymethyl)cyclopropyl]methoxy}-6-(2-hydroxypropan-2-yl)-2-[(5-methoxypyridin-2-yl)methyl]-2,3-dihydro-1H-isoindol-1-on